copper lanthanum calcium [Ca].[La].[Cu]